(S)-3-((1R,3R)-3-ethyl-1-(6-fluoro-3-(2-((3-fluoropropyl)amino)ethoxy)-2-methylphenyl)-1,3,4,9-tetrahydro-2H-pyrido[3,4-b]indol-2-yl)-2-methylpropionic acid C(C)[C@@H]1CC2=C(NC3=CC=CC=C23)[C@H](N1C[C@@H](C(=O)O)C)C1=C(C(=CC=C1F)OCCNCCCF)C